4-(2-(((tert-butyldimethylsilyl)oxy)methyl)pyrrolidin-1-yl)-1-(cyclobutylmethyl)-3-methyl-N-(1-(3,4,5-trimethoxyphenyl)-1H-imidazol-4-yl)-1H-pyrazolo[3,4-d]pyrimidin-6-amine [Si](C)(C)(C(C)(C)C)OCC1N(CCC1)C1=C2C(=NC(=N1)NC=1N=CN(C1)C1=CC(=C(C(=C1)OC)OC)OC)N(N=C2C)CC2CCC2